4-(6-(((1r,2r,3s,5s)-2-fluoro-8-azabicyclo[3.2.1]oct-3-yl)oxy)pyridazin-3-yl)-3-hydroxybenzonitrile F[C@@H]1[C@H]2CC[C@@H](C[C@@H]1OC1=CC=C(N=N1)C1=C(C=C(C#N)C=C1)O)N2